ClC=1C(=C(C(=CC1F)F)S(=O)(=O)N(C=1SC=CN1)CC1=CC=C(C=C1)OC)F 3-chloro-2,4,6-trifluoro-N-[(4-methoxyphenyl)methyl]-N-thiazol-2-yl-benzenesulfonamide